C1(CC1)C1=NC2=C(N1C=1C=C3CCC(NC3=CC1)=O)C=CC(=C2)C(=O)NC 2-cyclopropyl-N-methyl-1-(2-oxo-1,2,3,4-tetrahydroquinolin-6-yl)-1H-benzo[d]imidazole-5-carboxamide